N1C(=NC2=C1C=CC=C2)C2=CC=C(C=C2)S(=O)(=O)NC(C)C2CCCCC2 4-(1H-benzo[d]imidazol-2-yl)-N-(1-cyclohexylethyl)benzenesulfonamide